N-(tetrahydrofuran-3-yl)-5,6,7,8-tetrahydropyrido[4,3-d]pyrimidin-4-amine hydrochloride Cl.O1CC(CC1)NC=1C2=C(N=CN1)CCNC2